1-(4-benzylmorpholin-2-yl)-3,3-dimethylbutan-1-ol C(C1=CC=CC=C1)N1CC(OCC1)C(CC(C)(C)C)O